(5R,8aS)-1-(1-methanesulfonyl-1-methyl-ethyl)-5-methyl-3-tributylstannyl-5,6,8a,9-tetrahydro-8H-7,10-dioxa-2,4,4b-triazaphenanthrene CS(=O)(=O)C(C)(C)C1=NC(=NC=2N3[C@@H](COC[C@H]3COC12)C)[Sn](CCCC)(CCCC)CCCC